(1-{(S)-2-[(S)-3-Isobutyl-2-oxo-1-piperazinyl]-3-phenylpropionyl}-4-piperidyl)acetamide C(C(C)C)[C@H]1C(N(CCN1)[C@H](C(=O)N1CCC(CC1)CC(=O)N)CC1=CC=CC=C1)=O